O[C@@]1(CC[C@@H]2[C@H]3CC[C@@H]4[C@@H](CC[C@H]4[C@@H]3CC[C@@H]2C1)C(CN1N=CC(=C1)C#N)=O)C 1-(2-((3R,5R,8R,9R,10S,13S,14S,17R)-3-hydroxy-3-methylhexadecahydro-1H-cyclopenta[a]phenanthren-17-yl)-2-oxoethyl)-1H-pyrazole-4-carbonitrile